OC1=C(C(=CC(=C1)C(F)(F)F)C)C=1C=NC=2C(N1)=NN(C2)C2CCCCC2 (1S,4S)-4-(6-(2-hydroxy-6-methyl-4-(trifluoromethyl)phenyl)-2H-pyrazolo[3,4-b]pyrazin-2-yl)cyclohexane